N=1N=CCC2C1C=1N(CCC2)N=C2C1CN(CC2)C(=O)OC(C)(C)C tert-Butyl 4a,5,6,7,10,11-hexahydro-4H-pyridazino[3,4-c]pyrido[4',3':3,4]pyrazolo-[1,5-a]azepine-12(13H)-carboxylate